[OH-].C(C=C)[N+](CCC)(C=CC)CC=C diallyl-propenyl-propylammonium hydroxide